tert-Butyl N-[1-(2-bromo-5-methoxy-4-nitro-phenyl)-4-piperidyl]-N-methyl-carbamate BrC1=C(C=C(C(=C1)[N+](=O)[O-])OC)N1CCC(CC1)N(C(OC(C)(C)C)=O)C